tris[2-(4-fluorophenyl)pyridine] iridium [Ir].FC1=CC=C(C=C1)C1=NC=CC=C1.FC1=CC=C(C=C1)C1=NC=CC=C1.FC1=CC=C(C=C1)C1=NC=CC=C1